1-(3,4-difluorobenzyl)-1H-pyrazole-4-carboxylic acid FC=1C=C(CN2N=CC(=C2)C(=O)O)C=CC1F